2-difluoromethylpyrrolidine hydrochloride Cl.FC(C1NCCC1)F